11-cyclopropyl-1,9-diazatricyclo[6.3.1.04,12]dodeca-2,4(12),5,7-tetraene-2-carboxylic acid C1(CC1)C1CNC2=CC=CC=3C=C(N1C32)C(=O)O